C(C=CC=CC(=O)O)(=O)O 2,4-HEXADIENEDIOIC ACID